2-dimethylamino-1-propanol CN(C(CO)C)C